ClC1=CC=C(C=C1)[C@H](C(F)(F)F)NS(=O)(=O)C1=CN=NC(=C1)OC (R)-N-(1-(4-chlorophenyl)-2,2,2-trifluoroethyl)-6-methoxypyridazine-4-sulfonamide